3-chloro-5-formylpyrazolo[1,5-a]pyridine-7-carbonitrile ClC=1C=NN2C1C=C(C=C2C#N)C=O